CN1CCN(CC1)CC(=O)N1CCN(C2=CC=CC=C12)C1=NC=CC=C1 2-(4-methylpiperazin-1-yl)-1-(4-(pyridin-2-yl)-3,4-dihydroquinoxalin-1(2H)-yl)ethan-1-one